5-[4-[(3S)-3-methylmorpholin-4-yl]-6-morpholinyl-1,3,5-triazin-2-yl]-4-(trifluoromethyl)pyridin-2-amine C[C@@H]1N(CCOC1)C1=NC(=NC(=N1)N1CCOCC1)C=1C(=CC(=NC1)N)C(F)(F)F